Trihydroxypropane C(C(CO)O)O